COC(=O)N1CCC(CC1)N1C(NC(=CC1=O)N[C@@H](C)C1=CC=CC=C1)=O (S)-4-(2,6-dioxo-4-(1-phenylethylamino)-2,3-dihydropyrimidin-1(6H)-yl)piperidine-1-carboxylic acid methyl ester